C(C#CC)OC1=NC=NC(=C1F)N1CC(CC(C1)C)C 4-(but-2-yn-1-oxy)-6-(3,5-dimethylpiperidin-1-yl)-5-fluoropyrimidine